benzo[d]thiazole-2-carbaldehyde S1C(=NC2=C1C=CC=C2)C=O